1,3-Bis(aminomethyl)cyclohexanterephthalamid NCC1(CC(CCC1)CN)C1=CC(=CC=C1C(=O)N)C(=O)N